(1,2,3-thiadiazol-5-yl)methanone S1N=NC=C1C=O